CNC(=O)C=1OC=CN1 N-methyl-oxazole-2-carboxamide